2-[4-(4-Hydroxy-phenyl)-6-(4-hydroxy-piperidin-1-yl)-pyrimidin-2-ylamino]-4-methylthiazole-5-carboxylic acid ethyl ester C(C)OC(=O)C1=C(N=C(S1)NC1=NC(=CC(=N1)C1=CC=C(C=C1)O)N1CCC(CC1)O)C